(R)-(3-hydroxy-8-iodonaphthalen-1-yl)(2-((1-(hydroxymethyl)cyclopropyl)methoxy)-4-(2-methylazepan-1-yl)-5,7-dihydro-6H-pyrrolo[3,4-d]pyrimidin-6-yl)methanone OC=1C=C(C2=C(C=CC=C2C1)I)C(=O)N1CC=2N=C(N=C(C2C1)N1[C@@H](CCCCC1)C)OCC1(CC1)CO